7-(3-Fluorophenyl)-2-oxo-1,2-dihydrospiro[pyrido[2,3-b][1,4]oxazine-3,3'-pyrrolidine]-1'-carbonitrile FC=1C=C(C=CC1)C1=CC2=C(OC3(CN(CC3)C#N)C(N2)=O)N=C1